N-methylcyclopropylcarboxamide CNC(=O)C1CC1